C(C)(C)N(C(=O)C1=C(OC2=C(ONOO2)N2CC3(C2)CCN(CC3)CC3CCN(CC3)S(=O)(=O)N3C[C@@H](CC3)NC([O-])=O)C=CC(=C1)F)C(C)C (R)-(1-((4-((2-(6-(2-(diisopropylcarbamoyl)-4-fluorophenoxy)-1,2,4-trioxazin-5-yl)-2,7-diazaspiro[3.5]nonan-7-yl)methyl)piperidin-1-yl)sulfonyl)pyrrolidin-3-yl)carbamate